3-((3-exo)-3-((4-((5-methyl-1H-pyrazol-3-yl)amino)pyrido[3,4-d]pyrimidin-2-yl)amino)-8-azabicyclo[3.2.1]oct-8-yl)propionitrile CC1=CC(=NN1)NC=1C2=C(N=C(N1)NC1CC3CCC(C1)N3CCC#N)C=NC=C2